OC1=C(C=C(C=2C=CC=NC12)S(=O)(=O)O)I 8-hydroxy-7-iodoquinoline-5-sulphonic acid